C(CCCCCCC(C)C)OC(=O)C1C(CCCC1)C(=O)OCCCCCCCC(C)C cyclohexane-1,2-dicarboxylic acid diisodecyl ester